3-(4-bromophenyl)-1-(4-methoxyphenyl)prop-2-yn-1-one BrC1=CC=C(C=C1)C#CC(=O)C1=CC=C(C=C1)OC